(9,9-dimethyl-9H-fluoren-2-yl)-(9,9-spirobifluoren-4-yl)-amine CC1(C2=CC=CC=C2C=2C=CC(=CC12)NC1=CC=CC=2C3(C4=CC=CC=C4C12)C1=CC=CC=C1C=1C=CC=CC13)C